N[C@@H](C(=O)N[C@H](C(=O)N[C@@H](C(=O)N[C@@H](CC1=CC=C(C=C1)O)C(=O)O)CC1=CC=C(C=C1)C)CCCCNC(CCCCCCC)=O)CC=1N=CN(C1)C(C1=CC=CC=C1)(C1=CC=CC=C1)C1=CC=CC=C1 ((R)-2-((S)-2-((R)-2-amino-3-(1-trityl-1H-imidazol-4-yl)propanamido)-6-octanamidohexanamido)-3-(p-tolyl)propanoyl)-L-tyrosine